4-(4-Amino-3-methylphenyl)-N-(pyridin-2-yl)thiazol-2-amin NC1=C(C=C(C=C1)C=1N=C(SC1)NC1=NC=CC=C1)C